CCCCCCCCCCCCC(=O)OC[C@H](COP(=O)([O-])OCC[N+](C)(C)C)OC(=O)CCCCCCCCCC The molecule is a phosphatidylcholine 24:0 in which the acyl groups specified at positions 1 and 2 are tridecanoyl and undecanoyl respectively. It derives from a tridecanoic acid and an undecanoic acid.